N-(1-((dimethylamino)methyl)cyclopropyl)-1-(2-fluorobenzyl)cyclopropane-1-carboxamide CN(C)CC1(CC1)NC(=O)C1(CC1)CC1=C(C=CC=C1)F